6-(2-amino-6-fluoro-5-(4-((1-isopropylpiperidin-4-yl)oxy)-3-(trifluoromethyl)phenyl)pyridin-3-yl)-3,4-dihydroisoquinolin-1(2H)-one NC1=NC(=C(C=C1C=1C=C2CCNC(C2=CC1)=O)C1=CC(=C(C=C1)OC1CCN(CC1)C(C)C)C(F)(F)F)F